FC1(OC2=C(O1)C=CC=C2C(C)NC(=O)NC2CC1(C2)CCC1)F 1-[1-(2,2-difluoro-benzo[1,3]dioxolan-4-yl)-ethyl]-3-spiro[3.3]hept-2-yl-urea